CCCCC/C=C\C/C=C\CCCCCCCC(=O)OC[C@H](COP(=O)([O-])OCC[N+](C)(C)C)O 1-(9Z,12Z-octadecadienoyl)-sn-glycero-3-phosphocholine